4-(4-[3-Cyano-4-[[(7R)-6,7-dihydro-5H-cyclopenta[b]pyridin-7-yl]oxy]pyrazolo[1,5-a]pyridin-6-yl]-5-methyl-1,2,3-triazol-1-yl)piperidine-1-carbonitrile C(#N)C=1C=NN2C1C(=CC(=C2)C=2N=NN(C2C)C2CCN(CC2)C#N)O[C@@H]2CCC=1C2=NC=CC1